[Cl-].C(CCC)O[Si](CCC[N+](C)(CCCCCCCCCCC)CCCCCCCCCCC)(OCCCC)OCCCC 3-(tributoxysilyl)propyl-di-n-undecylmethyl-ammonium chloride